(±)-2-[(2-aminoethoxy)methyl]-4-(2-chlorophenyl)-1,4-dihydro-6-methyl-3,5-pyridinedicarboxylic acid-5-methyl ester COC(=O)C=1[C@@H](C(=C(NC1C)COCCN)C(=O)O)C1=C(C=CC=C1)Cl |r|